F[C@]12[C@H](C[C@@]3([C@]([C@@H](C[C@H]3[C@@H]1CCC1=CC(C=C[C@]21C)=O)O)(C(CO)=O)O)C)O (8S,9R,10S,11S,13S,14S,16R,17S)-9-fluoro-11,16,17-trihydroxy-17-(2-hydroxyacetyl)-10,13-dimethyl-6,7,8,9,10,11,12,13,14,15,16,17-dodecahydro-3H-cyclopenta[a]phenanthren-3-one